1-Boc-4-mercapto-piperidine C(=O)(OC(C)(C)C)N1CCC(CC1)S